OC1=C(C(=CC2=C1C(C=C(O2)C2=CC=CC=C2)=O)O)OC 5,7-dihydroxy-6-methoxy-2-phenyl-4H-benzopyran-4-one